3-bromo-5-chloro-4-methoxybenzoic acid BrC=1C=C(C(=O)O)C=C(C1OC)Cl